4-fluoro-5-(4-morpholin-4-ylphenyl)-2-[(3R,5S)-3,4,5-trimethylpiperazin-1-yl]phenyl-6-oxo-4-(trifluoromethyl)-1H-pyridine-3-carboxamide FC1=CC(=C(C=C1C1=CC=C(C=C1)N1CCOCC1)N1C=C(C(=CC1=O)C(F)(F)F)C(=O)N)N1C[C@H](N([C@H](C1)C)C)C